1-(4-bromophenyl)-4-(2,2-difluoroethyl)piperazin-2-one BrC1=CC=C(C=C1)N1C(CN(CC1)CC(F)F)=O